4-(3-chloro-2-methyl-phenyl)-5-[4-[(3S)-1-(3-fluoropropyl)pyrrolidin-3-yl]oxyphenyl]-9-methyl-2,3-dihydro-1-benzoxepin-8-ol ClC=1C(=C(C=CC1)C=1CCOC2=C(C1C1=CC=C(C=C1)O[C@@H]1CN(CC1)CCCF)C=CC(=C2C)O)C